ONC(CCCCCCNC(=O)N1CC2=C(N(C=3C=CC=CC23)C(C)C)CC1)=O N-(7-(hydroxyamino)-7-oxoheptyl)-5-isopropyl-1,3,4,5-tetrahydro-2H-pyrido[4,3-b]indole-2-carboxamide